(R)-N-(2-(3-cyanoazetidin-1-yl)benzyl)-2-(9-(pyridin-2-yl)-6-oxaspiro[4.5]dec-9-yl)ethylamine C(#N)C1CN(C1)C1=C(CNCC[C@]2(CCOC3(CCCC3)C2)C2=NC=CC=C2)C=CC=C1